N-(5-bromo-4,6-dimethoxy-pyrimidin-2-yl)-6-chloro-1H-pyrrolo[2,3-b]pyridine-3-sulfonamide BrC=1C(=NC(=NC1OC)NS(=O)(=O)C1=CNC2=NC(=CC=C21)Cl)OC